NC=1C2=C(N=[N+](N1)[O-])NN=C2[N+](=O)[O-] 4-amino-5-nitro-7H-pyrazolo[3,4-d][1,2,3]triazine 2-oxide